ClC1=NC=C(C(=C1)C1=C(C=NC(=C1)C)C(=O)NC=1[Se]C(=NN1)C(C)OC1=CC=C(C=C1)C#N)OC 2'-chloro-N-(5-(1-(4-cyanophenoxy)ethyl)-1,3,4-selenadiazol-2-yl)-5'-methoxy-6-methyl-[4,4'-bipyridine]-3-carboxamide